3-((4'-Cyano-2-(2,2,2-trifluoroethoxy)-[1,1'-biphenyl]-3-yl)amino)-6-cyclopropylpyrazine-2-carboxylic acid C(#N)C1=CC=C(C=C1)C1=C(C(=CC=C1)NC=1C(=NC(=CN1)C1CC1)C(=O)O)OCC(F)(F)F